6aH-cyclopenta[d][1,3]dioxol-4-one O1COC2C1C=CC2=O